2,6-di-t-butyl-4-(4,6-bis(octylthio)-1,3,5-triazin-2-yl)phenol C(C)(C)(C)C1=C(C(=CC(=C1)C1=NC(=NC(=N1)SCCCCCCCC)SCCCCCCCC)C(C)(C)C)O